thieno[2,3-d]-1,2,3-thiadiazole S1N=NC2=C1C=CS2